3-ethyl-N7-methyl-3-phenyl-N5-(1H-pyrazol-4-yl)-2,3-dihydrobenzofuran-5,7-dicarboxamide C(C)C1(COC2=C1C=C(C=C2C(=O)NC)C(=O)NC=2C=NNC2)C2=CC=CC=C2